pentylene glycol diacrylate C(C=C)(=O)OCCCCCOC(C=C)=O